tert-Butyl (4S)-4-[3-[(6-sulfamoyl-2-pyridyl)amino]propyl]-2,2-bis(trideuterio methyl)pyrrolidine-1-carboxylate S(N)(=O)(=O)C1=CC=CC(=N1)NCCC[C@H]1CC(N(C1)C(=O)OC(C)(C)C)(C([2H])([2H])[2H])C([2H])([2H])[2H]